CN(C1=NC=CC=N1)C1CCC(CC1)OC1=C2C=C(C=NC2=CC(=N1)N1CCOCC1)OC(C)C=1N(C(=NC1)[N+](=O)[O-])C N-methyl-N-[4-[[3-[1-(3-methyl-2-nitro-imidazol-4-yl)ethoxy]-7-morpholino-1,6-naphthyridin-5-yl]oxy]cyclohexyl]pyrimidin-2-amine